ClC1=CC=C2C(=C(NC2=C1C=1C(=NC=NC1C)C)C(=O)N1CC(CC1)C(=O)O)CCCOC1=CC(=C(C(=C1)C)Cl)C 1-[6-Chloro-3-[3-(4-chloro-3,5-dimethyl-phenoxy)propyl]-7-(4,6-dimethylpyrimidin-5-yl)-1H-indole-2-carbonyl]pyrrolidine-3-carboxylic Acid